NCCCC(=O)NC=1N=C(N(C1)C)C(=O)NCCC(=O)NC=1C=C(N(C1)C)C(=O)NC=1N=C(N(C1)C)C(=O)NCCC(=O)OCC ethyl 3-({4-[4-(3-{[4-(4-aminobutanamido)-1-methylimidazol-2-yl]formamido} propanamido)-1-methylpyrrole-2-amido]-1-methylimidazol-2-yl}formamido)propanoate